(Sa)-6-(1-([1,1'-Biphenyl]-4-ylmethyl)-5-methyl-1H-indazole-7-carboxamido)spiro[3.3]heptane-2-carboxylic acid C1(=CC=C(C=C1)CN1N=CC2=CC(=CC(=C12)C(=O)NC1CC2(CC(C2)C(=O)O)C1)C)C1=CC=CC=C1